ClC=1C(=NC=CC1)C(=O)NC(C(=O)N[C@@H]1B(OC2=C(C1)C=CC=C2C(=O)O)O)C2=CC=C(C=C2)P(=O)(O)O (3R)-3-(2-(3-chloropicolinamido)-2-(4-phosphonophenyl)acetamido)-2-hydroxy-3,4-dihydro-2H-benzo[e][1,2]oxaborinine-8-carboxylic acid